(2R)-1-(2,5-dimethoxy-4-methylphenyl)butan-2-amine COC1=C(C=C(C(=C1)C)OC)C[C@@H](CC)N